2-(3,5-dichloro-4-[[5-(2-fluoro-3-methylphenyl)-6-oxo-1H-pyridazin-3-yl]Oxy]phenyl)-3,5-dioxo-4H-1,2,4-triazine-6-carbonitrile ClC=1C=C(C=C(C1OC1=NNC(C(=C1)C1=C(C(=CC=C1)C)F)=O)Cl)N1N=C(C(NC1=O)=O)C#N